ClC1=CC(=CC2=C1NC(=N2)C)CN (7-chloro-2-methyl-1H-benzo[d]imidazol-5-yl)methylamine